ClC1=CC=C(OCC(=O)N2CCC(CC2)N2N=C(C=CC2=O)N2N=C(C=C2C)C)C=C1 2-[1-[2-(4-chlorophenoxy)acetyl]piperidin-4-yl]-6-(3,5-dimethylpyrazol-1-yl)pyridazin-3-one